5-Bromo-3-chloro-6-methoxypyridin-2-amine BrC=1C=C(C(=NC1OC)N)Cl